FC(OC1=CC(=NN1)NC1=CN=CC(=N1)O[C@H]1C[C@H](CN(CC1)C(=O)OC(C)(C)C)C)F tert-butyl (3R,5S)-5-((6-((5-(difluoromethoxy)-1H-pyrazol-3-yl)amino)pyrazin-2-yl)oxy)-3-methylazepane-1-carboxylate